((Z)-3-(2-chlorophenyl)-N'-hydroxy-2-methyl-3-(2-methylpyrimidin-5-yl) propanimidamido) maleate C(\C=C/C(=O)[O-])(=O)ON\C(\C(C(C=1C=NC(=NC1)C)C1=C(C=CC=C1)Cl)C)=N/O